C(C)(=O)OC[C@H]1C[C@@H](C(CC1)C)C (R,S)-(3,4-dimethyl cyclohexyl)methyl acetate